4-(5-{(2Z)-2-[1-(2-bromopyridin-4-yl)-2-(pyridin-2-yl)ethylidene]hydrazinyl}-2-fluoropyridin-4-yl)morpholine BrC1=NC=CC(=C1)\C(\CC1=NC=CC=C1)=N/NC=1C(=CC(=NC1)F)N1CCOCC1